C(C)(C)(C)OC(=O)N1CCC(CCC1)N1CC2(CC2(F)F)CCC1 4-(1,1-difluoro-5-azaspiro[2.5]oct-5-yl)azepan-1-carboxylic acid tert-butyl ester